methyl-tris(1,1-dimethylpropynyloxy)silane C[Si](OC(C#C)(C)C)(OC(C#C)(C)C)OC(C#C)(C)C